ClC=1C(=NC=CC1)C(NC(=O)C=1C=C2CN(C(C2=CC1)=O)C1C(NC(CC1)=O)=O)C1CC1 N-((3-chloropyridin-2-yl)(cyclopropyl)methyl)-2-(2,6-dioxopiperidin-3-yl)-1-oxoisoindoline-5-carboxamide